C(CO)(=O)NCCO N-glycolyl-ethanolamine